(3-((4-amino-2-butyl-1H-imidazo[4,5-c]quinolin-1-yl)methyl)benzyl)-3,4,5-tri-hydroxybenzamide NC1=NC=2C=CC=CC2C2=C1N=C(N2CC=2C=C(CC1=C(C(=O)N)C=C(C(=C1O)O)O)C=CC2)CCCC